Cl.Cl.ClC1=C(C=CC=C1)[C@@]1([C@@H](CCCC1)N)N(C)CCC1=CC(=C(C=C1)OC)OC Trans-(1S,2R)-1-(2-chlorophenyl)-N1-(3,4-dimethoxyphenethyl)-N1-methylcyclohexane-1,2-diamine dihydrochloride